N-(3-chloro-5-(2,6-dioxopiperidin-3-ylamino)phenyl)-2-(4-(4-(3-(4-cyano-3-(trifluoromethyl)phenyl)-5,5-dimethyl-4-oxo-2-thioxoimidazolidin-1-yl)-2-ethylphenoxy)piperidin-1-yl)acetamide ClC=1C=C(C=C(C1)NC1C(NC(CC1)=O)=O)NC(CN1CCC(CC1)OC1=C(C=C(C=C1)N1C(N(C(C1(C)C)=O)C1=CC(=C(C=C1)C#N)C(F)(F)F)=S)CC)=O